FC1=C(C=C(C=C1)S(=O)(=O)N(C)CC1=CC=C(C=C1)OC)B1OC(C(O1)(C)C)(C)C 4-fluoro-N-[(4-methoxyphenyl)methyl]-N-methyl-3-(4,4,5,5-tetramethyl-1,3,2-dioxaborolan-2-yl)benzenesulfonamide